4-((2-(methacryloyloxy)ethyl)dimethylammonio)butane-1-sulfonate C(C(=C)C)(=O)OCC[N+](CCCCS(=O)(=O)[O-])(C)C